Phosphorus N-methyl-2-pyrrolidone CN1C(CCC1)=O.[P]